dibromo-4,4'-biphenol BrC=1C(=C(C=CC1C1=CC=C(C=C1)O)O)Br